2-amino-5-isopropyl-pyrimidine-4,6-diol hydrate O.NC1=NC(=C(C(=N1)O)C(C)C)O